ClC1=CC(=CC2=C1N=C(S2)C2=C1N=CC(=NC1=CC(=C2)C)COC)OC 4-chloro-6-methoxy-2-(2-(methoxymethyl)-7-methylquinoxalin-5-yl)benzo[d]Thiazole